FC=1C=C(C=CC1F)N[C@H](C)C1=CC(=CN2C1=NC(=CC2=O)N2CCOCC2)C |r| (±)-9-(1-(3,4-difluorophenylamino)ethyl)-7-methyl-2-morpholin-4-yl-pyrido[1,2-a]pyrimidin-4-one